ClC=1C=C(CNCCCCOCCNC2=NC3=C(C4=CN=CC=C24)C=CC(=C3)C(=O)O)C=CC1OC1CCC1 5-((2-(4-((3-chloro-4-cyclobutoxybenzyl)amino)butoxy)ethyl)amino)benzo[c][2,6]naphthyridine-8-carboxylic acid